ferric telluride [Fe+]=[Te]